C1CCC2=C(C=3CCCC3C=C12)NC(=O)N=[S@](=O)(N)C=1C=NN2C1O[C@H](C2)C (R,2S)-N'-((1,2,3,5,6,7-hexahydro-s-indacen-4-yl)carbamoyl)-2-methyl-2,3-dihydropyrazolo[5,1-b]oxazole-7-sulfonimidamide